C(C)(C)=O i-propanal